O1C(OCCC1)C=1C=C(C=CC1)NC1=NC(=NC=C1C(F)(F)F)N[C@H]1C[C@H](CCC1)C1=NN=C2N1C=CC=C2 N4-[3-(1,3-dioxan-2-yl)phenyl]-N2-[(1R,3S)-3-([1,2,4]triazolo[4,3-a]pyridin-3-yl)cyclohexyl]-5-(trifluoromethyl)pyrimidine-2,4-diamine